(2-(difluoromethoxy)ethoxy)-3-fluoro-6-methoxypyridin-2-amine FC(OCCOC1=C(C(=NC(=C1)OC)N)F)F